FC=1C(=NC=CC1)C(=O)OC(C)(C)C tert-Butyl 3-fluoropyridine-2-carboxylate